N'-(tert-butyldimethylsilyl)-2-((S)-16-hydroxy-1-phenyl-2,5,8,11,14-pentaoxaheptadecan-16-yl)thiazole-5-sulfonimidamide [Si](C)(C)(C(C)(C)C)N=S(=O)(N)C1=CN=C(S1)[C@@](COCCOCCOCCOCCOCC1=CC=CC=C1)(C)O